2-(6-(((1R,2R,3S,5S)-2-fluoro-8-methyl-8-azabicyclo[3.2.1]octan-3-yl)oxy)pyridazin-3-yl)-5-(2-methoxypyridin-4-yl)phenol F[C@@H]1[C@H]2CC[C@@H](C[C@@H]1OC1=CC=C(N=N1)C1=C(C=C(C=C1)C1=CC(=NC=C1)OC)O)N2C